IC1=CC=C(C=C1)C1C(OC(C1)=O)=O 3-(4-iodophenyl)tetrahydrofuran-2,5-dione